5-chloro-3-hydroxy-8-((1-(3-methoxypropyl)-1H-indazol-6-yl)sulfonyl)quinazoline-2,4(1H,3H)-dione ClC1=C2C(N(C(NC2=C(C=C1)S(=O)(=O)C1=CC=C2C=NN(C2=C1)CCCOC)=O)O)=O